C(C)OC(/C=C/B1OC(C(O1)(C)C)(C)C)OCC (e)-2-(3,3-diethoxyprop-1-en-1-yl)-4,4,5,5-tetramethyl-1,3,2-dioxaborolane